FC=1C=C(C=CC1C(F)(F)F)[N+]#[C-] 3-FLUORO-4-(TRIFLUOROMETHYL)-PHENYLISOCYANIDE